FC1=CC(=CC2=C1N(C(=N2)C2=CC=C(C=C2)S(=O)(=O)C)C)C2CCN(CC2)C2CC1CCC(C2)N1C(C)C 7-Fluoro-5-(1-(8-isopropyl-8-azabicyclo[3.2.1]octan-3-yl)piperidin-4-yl)-1-methyl-2-(4-(methylsulfonyl)phenyl)-1H-benzo[d]imidazol